C(C)C(=NO)CC ethylethyl ketoxim